(2-((2R,3S,4S,5S,6R)-3,4,5-trihydroxy-6-((2-(pent-4-ynamido)-6,7-dihydrodibenzo[b,d]oxepin-9-yl)oxy)tetrahydro-2H-pyran-2-yl)ethyl)phosphonic acid O[C@@H]1[C@H](O[C@@H]([C@H]([C@H]1O)O)OC1=CC2=C(C3=C(OCC2)C=CC(=C3)NC(CCC#C)=O)C=C1)CCP(O)(O)=O